N1=C(N=C(C=C1)C(=O)N)C=1C=NC=NC1 [2,5'-bipyrimidine]-4-carboxamide